Pyrophosphate Dihydrate O.O.OP(O)(=O)OP(=O)(O)O